BrCCOCCOCCOCCNC(OC(C)(C)C)=O tert-butyl (2-(2-(2-(2-bromoethoxy)ethoxy)ethoxy)ethyl)carbamate